COC(CCCCCCCCCCCCCCCCCCCCCCCC)=O pentacosanoic acid methyl ester